(1-(4-((tert-butoxycarbonyl)amino)-1H-pyrazol-1-yl)ethyl)trifluoroboric acid potassium [K].C(C)(C)(C)OC(=O)NC=1C=NN(C1)C(C)[B-](F)(F)F.[H+]